C(C)SCCNCCSCC di(2-(ethylthio)ethyl)amine